1,4-dimethyl-1H-imidazole-5-carboxamide CN1C=NC(=C1C(=O)N)C